OC1=C2C(C(COC2=C(C(=C1C)O)C)CC1=CC(=C(C(=C1)OC)O)OC)=O 5,7-dihydroxyl-6,8-dimethyl-3-(4'-hydroxy-3',5'-dimethoxybenzyl)chroman-4-one